[OH-].C[N+]1(C(CCCC1CC)CC)C N,N-dimethyl-2,6-diethylpiperidinium hydroxide